C(C)(C)(C)OC(=O)N[C@@H](CNN(C(=O)OCC1=CC=CC=C1)C)CCO[Si](CC)(CC)CC (R)-benzyl 2-(2-((tert-butoxycarbonyl) amino)-4-((triethylsilyl) oxy) butyl)-1-methylhydrazine-1-carboxylate